(-)-isoborneol C[C@@]12CC[C@@H](C1(C)C)C[C@H]2O